(S)-5-[1-(2-Bromo-6-fluoro-phenyl)-piperidin-4-yl]-2-cyclopropyl-4-methyl-7-(2-trifluoromethyl-benzyl)-2,4,5,7-tetrahydro-pyrazolo[3,4-d]pyrimidin-6-on BrC1=C(C(=CC=C1)F)N1CCC(CC1)N1C(N(C=2C([C@@H]1C)=CN(N2)C2CC2)CC2=C(C=CC=C2)C(F)(F)F)=O